[Cl-].C(CCCCC)[N+]1(C=C(C=C1)CCCC)C 1-hexyl-1-methyl-3-butyl-pyrrolium chloride